4-([1,2,4]triazolo[1,5-a]pyridin-7-yloxy)-2-(methoxy-d3)-5-Methylaniline N=1C=NN2C1C=C(C=C2)OC2=CC(=C(N)C=C2C)OC([2H])([2H])[2H]